ruthenium (II)-sodium persulfate S(=O)(=O)([O-])OOS(=O)(=O)[O-].[Na].[Ru+2]